[Si](C)(C)(C(C)(C)C)OC=1C=C(C=CC1)B(O)O (3-((tert-butyldimethylsilyl)oxy)phenyl)boronic acid